C1(=CC=CC=C1)CCCCN([C@@H](C(C)(C)C)C(=O)NNCC1=CC=C(C=C1)C1=NC=CC=C1)C(=O)OC 4-phenylbutyl-Nα-(methoxycarbonyl)-N'-[4-(2-pyridinyl)benzyl]-L-tert-leucine hydrazide